C(#N)C1=CC=C(C2=C1OCO2)C(=O)OCC Ethyl 7-cyanobenzo[d][1,3]dioxole-4-carboxylate